(S)-2-(5-(5,5-difluoro-4-hydroxyl-3-(trifluoromethyl)-4,5,6,7-tetrahydro-1H-indol-1-yl)-2-fluorophenyl)acetonitrile FC1([C@H](C=2C(=CN(C2CC1)C=1C=CC(=C(C1)CC#N)F)C(F)(F)F)O)F